C(=O)(O)C1=CC=C(C=C1)C1=CC=C2CC(NC2=C1)=O 6-(4-carboxyphenyl)-2-oxo-indoline